C(CN([C@@H](CCC(=O)O)C(=O)O)CC(=O)[O-])(=O)[O-].[Fe+2] iron glutamic acid diacetate